5-(2-(thiazole-4-yl)vinyl)benzene-1,3-diol S1C=NC(=C1)C=CC=1C=C(C=C(C1)O)O